C(C(C)C)C1=C(C=CC=C1)NC(=O)C=1C(=CC=2N(C1)C=C(N2)C2CCOCC2)OC N-(2-isobutylphenyl)-7-methoxy-2-tetrahydropyran-4-yl-imidazo[1,2-a]pyridine-6-carboxamide